C(C)(C)NC(=O)C1CC=NO1 N-isopropyl-4,5-dihydroisoxazole-5-carboxamide